ethylene glycol monoAcetate C(C)(=O)OCCO